C1(CCCC1)C=1C=CSC1 4-Cyclopentylthiophene